CN1C(N=CC=2C1=CNN2)=O 4-methyl-2,4-dihydro-5H-pyrazolo[4,3-d]Pyrimidin-5-one